CN(C(C(=O)C1=CC=C(C=C1)N1CCOCC1)(CC)CC1=CC=C(C=C1)CC)C 2-(dimethylamino)-2-[(4-ethylphenyl)methyl]-1-[4-(4-morpholinyl)phenyl]-1-butanone